N-((1H-indol-5-yl)methyl)-4-methyl-2-oxo-2H-chromene-7-carboxamide N1C=CC2=CC(=CC=C12)CNC(=O)C1=CC=C2C(=CC(OC2=C1)=O)C